ClC1=C(C=CC(=C1)OC1=CC=CC=C1)C(=O)C1=CNC=2N=CN=C(C21)NCC(=O)N2C(CCC2)O 2-[(5-{[2-chloro-4-(phenyloxy)phenyl]carbonyl}-7H-pyrrolo[2,3-d]pyrimidin-4-yl)amino]-1-(hydroxypyrrolidin-1-yl)ethan-1-one